(E)-3-(2-(oxazol-5-yl)-6-(trifluoromethyl)pyridin-3-yl)-N-(2-oxo-2,3-dihydro-1H-benzo[d]imidazol-4-yl)acrylamide O1C=NC=C1C1=NC(=CC=C1/C=C/C(=O)NC1=CC=CC=2NC(NC21)=O)C(F)(F)F